copper-zinc-zirconium-silicon [Si].[Zr].[Zn].[Cu]